COC(C1=C(C(=CC(=C1)NCC1(CC1)CF)F)N)=O amino-3-fluoro-5-(((1-(fluoromethyl)cyclopropyl)methyl)amino)benzoic acid methyl ester